NC1=C(SC=2N=C(N=C(C21)C)C)C(=O)NC2CC=1C=CC(=NC1CC2)N2CC(C(C2)NC)COC 5-amino-N-{2-[3-(methoxymethyl)-4-(methylamino)pyrrolidin-1-yl]-5,6,7,8-tetrahydroquinolin-6-yl}-2,4-dimethylthieno[2,3-d]pyrimidine-6-carboxamide